6-(tert-butyl)-10-(3-methoxypropoxy)-2-oxo-6,7-dihydro-2H-pyrido[2',1':3,4]pyrazino[1,2-b]indazole-3-carboxylic acid ethyl ester C(C)OC(=O)C=1C(C=C2N(C(CN3N=C4C(=CC=CC4=C32)OCCCOC)C(C)(C)C)C1)=O